(2-(3-aminopropyl)-4-fluorophenyl)-3-(2-bromo-6-methoxypyridin-3-yl)-6-(trifluoromethyl)-2,3-dihydro-quinazolin-4(1H)-one, hydrochloride Cl.NCCCC1=C(C=CC(=C1)F)N1CN(C(C2=CC(=CC=C12)C(F)(F)F)=O)C=1C(=NC(=CC1)OC)Br